Benzyl (3-aminophenyl)carbamate NC=1C=C(C=CC1)NC(OCC1=CC=CC=C1)=O